N1CC(CCC1)NC(=O)[O-] piperidine-3-carbamate